CN1CCN(CC1)C(=O)OC=1C=C2C(=NC=NC2=CC1OC)C1=CC=C(C=C1)NC(CC1=CC=C(C=C1)C(F)(F)F)=O 7-methoxy-4-(4-(2-(4-(trifluoromethyl)phenyl)acetamido)phenyl)quinazolin-6-yl 4-methylpiperazin-1-carboxylate